C(C)(C)(C)C1=NOC(=N1)C12CCC(CC1)(CC2)CN(C(=O)C21CC(C2)(C1)NC(OC(C)(C)C)=O)C1=CC(=CC=C1)C=1C=NC(=NC1)OCC tert-butyl (3-(((4-(3-(tert-butyl)-1,2,4-oxadiazol-5-yl)bicyclo[2.2.2]octan-1-yl)methyl)(3-(2-ethoxypyrimidin-5-yl)phenyl)carbamoyl)bicyclo[1.1.1]pentan-1-yl)carbamate